(1S,2S)-N-(6-chloro-2-methoxypyrimidin-4-yl)-2-(4-methylpyrimidin-2-yl)cyclopropane-1-carboxamide ClC1=CC(=NC(=N1)OC)NC(=O)[C@@H]1[C@H](C1)C1=NC=CC(=N1)C